N-((2-(6-(4-hydroxy-4-methylpiperidin-1-yl)pyridin-2-yl)-1,6-naphthyridin-7-yl)methyl)-4-methyl-3-(methylsulfonyl)benzamide OC1(CCN(CC1)C1=CC=CC(=N1)C1=NC2=CC(=NC=C2C=C1)CNC(C1=CC(=C(C=C1)C)S(=O)(=O)C)=O)C